(hexahydropyrrolo[3,4-c]pyrrol-2(1H)-yl)(4-methoxyphenyl)methanone hydrochloride Cl.C1N(CC2C1CNC2)C(=O)C2=CC=C(C=C2)OC